IC1=C(C=C(C=C1C(C)C)C1=CC=C(C=C1)C1=CC=CC=C1)C(C)C 4-iodo-3,5-diisopropyl-1,1':4',1''-terphenyl